(2-((S)-1-(3,4-difluorophenyl)-6-oxopiperidin-2-yl)-1-((trans)-4-methoxycyclohexyl)-1H-benzo[d]imidazol-5-yl)-3-methylurea FC=1C=C(C=CC1F)N1[C@@H](CCCC1=O)C1=NC2=C(N1[C@@H]1CC[C@H](CC1)OC)C=CC(=C2)NC(=O)NC